Methyl 2-(((benzyloxy)carbonyl)(methyl)amino)-4-(4,4,5,5-tetramethyl-1,3,2-dioxaborolan-2-yl)benzoate C(C1=CC=CC=C1)OC(=O)N(C1=C(C(=O)OC)C=CC(=C1)B1OC(C(O1)(C)C)(C)C)C